CC1=C2C=C(NC2=CC(=C1)C)C(=O)NC1CC[Si]2(CCCC2)CC1 4,6-dimethyl-N-(5-silaspiro[4.5]decan-8-yl)-1H-indole-2-carboxamide